9,9'-(5-(2,6-diphenylpyrimidin-4-yl)-1,3-phenylene)bis(3,6-bis(dibenzo[b,d]thiophen-1-yl)-9H-carbazole) C1(=CC=CC=C1)C1=NC(=CC(=N1)C=1C=C(C=C(C1)N1C2=CC=C(C=C2C=2C=C(C=CC12)C1=CC=CC=2SC3=C(C21)C=CC=C3)C3=CC=CC=2SC1=C(C23)C=CC=C1)N1C2=CC=C(C=C2C=2C=C(C=CC12)C1=CC=CC=2SC3=C(C21)C=CC=C3)C3=CC=CC=2SC1=C(C23)C=CC=C1)C1=CC=CC=C1